1-bromooctanol BrC(CCCCCCC)O